(2R,3S,5R)-5-(4-{[(2,4-dimethoxyphenyl)methyl]amino}-5-(1H-pyrazol-1-yl)-7H-pyrrolo[2,3-d]pyrimidin-7-yl)-2-[(triphenylmethoxy)methyl]oxolan-3-ol COC1=C(C=CC(=C1)OC)CNC=1C2=C(N=CN1)N(C=C2N2N=CC=C2)[C@H]2C[C@@H]([C@H](O2)COC(C2=CC=CC=C2)(C2=CC=CC=C2)C2=CC=CC=C2)O